C(C(C)C)C1C(OC(C(N(C(C(OC(C(N(C(C(OC(C(N(C(C(OC(C(N1C)=O)CC1=CC=C(C=C1)CC1=NC=CC=C1OC)=O)CC(C)C)C)=O)C)=O)CC(C)C)C)=O)CC1=CC=C(C=C1)CC1=NC=CC=C1OC)=O)CC(C)C)C)=O)C)=O 3,9,15,21-tetraisobutyl-6,18-bis(4-((3-methoxypyridin-2-yl)methyl)benzyl)-4,10,12,16,22,24-hexamethyl-1,7,13,19-tetraoxa-4,10,16,22-tetraazacyclotetracosan-2,5,8,11,14,17,20,23-octaone